(3S,4S,5R,6R)-2-(4-chloro-3-(4-ethoxyphenyl)phenyl)-5-hydroxy-6-((octanoyloxy)methyl)tetrahydro-2H-pyran ClC1=C(C=C(C=C1)C1O[C@@H]([C@@H](CC1)O)COC(CCCCCCC)=O)C1=CC=C(C=C1)OCC